(S)-4-(3-Oxohexahydroimidazo[1,5-a]pyrazin-2(3H)-yl)bicyclo[2.1.1]hexane-1-carboxylic acid O=C1N(C[C@H]2N1CCNC2)C21CCC(C2)(C1)C(=O)O